(3R)-1-{1-[(1-benzoylazetidin-3-yl)methyl]-2-[1-(cyclopropylmethyl)-1H-pyrrolo[2,3-b]pyridin-2-yl]-7-methoxy-1H-1,3-benzodiazole-5-carbonyl}piperidin-3-amine C(C1=CC=CC=C1)(=O)N1CC(C1)CN1C(=NC2=C1C(=CC(=C2)C(=O)N2C[C@@H](CCC2)N)OC)C2=CC=1C(=NC=CC1)N2CC2CC2